C(C)(C)(C)OC(=O)N1N(CC=C1)C(=O)OC(C)(C)C N,N'-bis-tert-butoxycarbonyl-1H-pyrazole